CC(O)(CCCCCCC)C dimethyl-(heptyl-methanol)